3-((2S)-2-(9b-((3-fluorophenyl)sulfonyl)-7-(perfluoropropan-2-yl)-2,3,3a,4,5,9b-hexahydro-1H-pyrrolo[3,2-f]quinoline-3-carbonyl)-5-oxopyrrolidin-1-yl)propionitrile trifluoroacetate FC(C(=O)O)(F)F.FC=1C=C(C=CC1)S(=O)(=O)C12C=3C=CC(=NC3CCC1N(CC2)C(=O)[C@H]2N(C(CC2)=O)CCC#N)C(C(F)(F)F)(C(F)(F)F)F